BrC1=CC(=C(OC2=CC(=C(N=N2)Cl)C(C)C)C(=C1)C)C 6-(4-bromo-2,6-dimethylphenoxy)-3-chloro-4-isopropylpyridazine